NC=1C2=C(N=CN1)C(=CC(=N2)C=2C(=CC(=C(C2)C2=NOC(=C2)[C@]2(C(N(CC2)C)=O)O)F)F)OC (R)-3-(3-(5-(4-Amino-8-methoxypyrido[3,2-d]pyrimidin-6-yl)-2,4-difluorophenyl)isoxazol-5-yl)-3-hydroxy-1-methylpyrrolidin-2-one